N-(4-bromo-3-methoxyphenyl)-2-methylpropan-2-enamide BrC1=C(C=C(C=C1)NC(C(=C)C)=O)OC